1,2-dihexadecanoyl-sn-glycero-3-phospho-L-serine, sodium salt [Na+].C(CCCCCCCCCCCCCCC)(=O)OC[C@@H](OC(CCCCCCCCCCCCCCC)=O)COP(=O)(O)OC[C@H](N)C(=O)[O-]